[Cl-].[Cl-].C[Si](=[Zr+2](C1C(=CC2=C(C=CC=C12)C1=CC=C(C=C1)C(C)(C)C)C)C1C(=C(C2=C(C=CC=C12)C1=CC=C(C=C1)C(C)(C)C)C)C)C Dimethylsilanediyl-(2,3-dimethyl-4-(4-tert-butylphenyl)-1H-inden-1-yl)(2-methyl-4-(4-tert-butylphenyl)-1H-inden-1-yl)zirconium dichloride